9,9-bis(3-bromophenyl)fluorene BrC=1C=C(C=CC1)C1(C2=CC=CC=C2C=2C=CC=CC12)C1=CC(=CC=C1)Br